N-(3-aminopropyl)-5-chloro-3-((3,5-dimethylphenyl)sulfonyl)-1H-indole-2-carboxamide NCCCNC(=O)C=1NC2=CC=C(C=C2C1S(=O)(=O)C1=CC(=CC(=C1)C)C)Cl